Pentakis(trimethylsilyl)glucose-methyloxime CON=C([C@](O)([C@@](O)([C@](O)([C@](O)(CO)[Si](C)(C)C)[Si](C)(C)C)[Si](C)(C)C)[Si](C)(C)C)[Si](C)(C)C